N-(4-((3,5-dimethyl-4,5-dihydro-3H-[1,2,3]triazolo[4,5-c][1,7]naphthyridin-6-yl)amino)-5-(propanoyl-3,3,3-d3)pyridin-2-yl)cyclopropanecarboxamide CN1N=NC2=C1CN(C=1C(=NC=CC21)NC2=CC(=NC=C2C(CC([2H])([2H])[2H])=O)NC(=O)C2CC2)C